C(CCC=CC=CCC\C=C/CCCCC)Br (10Z)-4,6,10-hexadecatrienyl bromide